3-methyl-4-chloro-6-methyl-1H-pyrazolo[3,4-d]Pyrimidine CC1=NNC2=NC(=NC(=C21)Cl)C